CCCCC[C@@H](/C=C/[C@H]1[C@@H](C[C@@H]([C@H]1C/C=C\\CCCC(=O)[O-])O)O)O The molecule is a prostaglandin carboxylic acid anion that is the conjugate base of 8-epi-prostaglandin F2alpha, obtained by deprotonation of the carboxy group. Major structure at pH 7.3. It is a conjugate base of an 8-epi-prostaglandin F2alpha.